tert-butyl (+)-4-(2,4-difluoro-5-(2-(methylsulfinyl)ethoxy)-phenyl)piperazine-1-carboxylate FC1=C(C=C(C(=C1)F)OCCS(=O)C)N1CCN(CC1)C(=O)OC(C)(C)C